2-(5-(3-((5-cyano-4-(4-fluorophenyl)thiazol-2-yl)(methyl)amino)-2-ethylimidazo[1,2-a]pyridin-6-yl)pyrimidin-2-yl)-N-(1-cyanocyclopropyl)acetamide C(#N)C1=C(N=C(S1)N(C1=C(N=C2N1C=C(C=C2)C=2C=NC(=NC2)CC(=O)NC2(CC2)C#N)CC)C)C2=CC=C(C=C2)F